(4S,7S,10S,13S)-13-carbamoyl-4-isopropyl-10-methyl-7-(naphthalen-1-ylmethyl)-2,5,8,11-tetraoxo-3,6,9,12-tetraazahexadecan-16-oic acid C(N)(=O)[C@@H](NC([C@@H](NC([C@@H](NC([C@@H](NC(C)=O)C(C)C)=O)CC1=CC=CC2=CC=CC=C12)=O)C)=O)CCC(=O)O